CC(CC=C)(C)C 4,4-dimethylpentene